3-Hydroxy-7-phenyl-quinoline-2-carboxylic acid ethyl ester C(C)OC(=O)C1=NC2=CC(=CC=C2C=C1O)C1=CC=CC=C1